(s)-6-oxo-3-(trifluoromethyl)-5,6,6a,7,9,10-hexahydro-8H-pyrazino[1,2-a]-pyrido[3,2-e]pyrazine-8-carboxylate O=C1[C@H]2N(C3=C(N1)C=C(C=N3)C(F)(F)F)CCN(C2)C(=O)[O-]